FC(COC(C=C)=O)(F)F.COC1CCC(CC1)NC(=O)C1=NC(=CN=C1)C1=CN=CS1 N-((1r,4r)-4-methoxycyclohexyl)-6-(thiazol-5-yl)pyrazine-2-carboxamide 2,2,2-trifluoroethyl-acrylate